5-bromo-2-(3-bromo-2-pyridyl)-N-(2-carbamoyl-chloro-6-methyl-phenyl)pyrazole-3-carboxamide BrC=1C=C(N(N1)C1=NC=CC=C1Br)C(=O)NC1=C(C(=CC=C1C)Cl)C(N)=O